Benzyl Laurate Myristate C(CCCCCCCCCCCCC)(=O)O.C(CCCCCCCCCCC)(=O)OCC1=CC=CC=C1